6-chloro-3,3-dimethyl-1-(2,2,2-trifluoroethyl)pyrrolo[3,2-c]pyridin-2-one ClC1=CC2=C(C=N1)C(C(N2CC(F)(F)F)=O)(C)C